OCCCCCC(=O)C1C(O1)=O 3-(6-hydroxyhexanoyl)oxirane-2-one